N4-(2-propylvaleryl)-2'-deoxy-2',2'-difluorocytidine C(CC)C(C(=O)NC1=NC(N([C@H]2C([C@H](O)[C@@H](CO)O2)(F)F)C=C1)=O)CCC